S(=O)(=O)(O)O.C(CCCCC)N1C=NC=C1 1-hexylimidazole hydrogensulfate